di(dimethyl-(methoxyethyl)silane) phosphate P(=O)(O)(O)O.C[SiH](CCOC)C.C[SiH](CCOC)C